Tert-butyl (2-(benzo[d]thiazol-5-yl)ethyl)carbamate S1C=NC2=C1C=CC(=C2)CCNC(OC(C)(C)C)=O